N1C(=NC2=C1C=CC=C2)C=O 1H-BENZIMIDAZOLE-2-CARBOXALDEHYDE